Cl.Cl.NC=1C2=C(N=C(N1)Cl)N(C=C2C=2SC=C(N2)CC2=CC=CC=C2)[C@H]2[C@@H]([C@@H]([C@H](C2)C2CCN(CC2)C(C)C)O)O (1R,2S,3R,5R)-3-[4-amino-5-(4-benzyl-1,3-thiazol-2-yl)-2-chloropyrrolo[2,3-d]pyrimidin-7-yl]-5-(1-isopropylpiperidin-4-yl)cyclopentane-1,2-diol 2HCl salt